2-(4-cyanatophenyl)-2-phenylpropane O(C#N)C1=CC=C(C=C1)C(C)(C)C1=CC=CC=C1